O[C@H]1C[C@H](CC1)NCC=1C(=NC=CC1)NC(C(C)(C)C)=O N-(3-((((1S,3R)-3-Hydroxycyclopentyl)amino)methyl)pyridin-2-yl)pivalamide